NC(C)(C)C1=CC(=NC(=C1)C1=CC=C(C=C1)F)NC1[C@@H]2CN(C[C@H]12)C(=O)C1=C(N=C(S1)C1=NC=CC=N1)C ((1R,5S,6s)-6-((4-(2-aminopropan-2-yl)-6-(4-fluorophenyl)pyridin-2-yl)amino)-3-azabicyclo[3.1.0]hexan-3-yl)(4-methyl-2-(pyrimidin-2-yl)thiazol-5-yl)methanone